bromo-2-(3-cyanophenyl)-N-(2-hydroxy-2-methyl-propyl)pyrazolo[1,5-a]pyrimidine-5-carboxamide BrC=1C(=NN2C1N=C(C=C2)C(=O)NCC(C)(C)O)C2=CC(=CC=C2)C#N